NC1=C2N=CN(C2=NC(=N1)F)[C@H]1C[C@@H]([C@@](O1)(C#C)CO[P@](=O)(OC1=CC=CC=C1)N[C@@H](CC1=CC=CC=C1)C(=O)OCC(CCCCCCCCC)CCCCCCCCC)O 2-nonylundecyl ((S)-(((2R,3S,5R)-5-(6-amino-2-fluoro-9H-purin-9-yl)-2-ethynyl-3-hydroxytetrahydrofuran-2-yl)methoxy)(phenoxy)phosphoryl)-L-phenylalaninate